C(C)(=O)OC(CC=P(=O)COCCCC)C#N 3-(butoxymethylphosphoryl)-1-cyanopropyl acetate